2,2,5-Trimethylpiperidin-4-one hydrochloride Cl.CC1(NCC(C(C1)=O)C)C